C12(CC3CC(CC(C1)C3)C2)N tricyclo[3.3.1.13,7]decane-1-amine